S1C=NC2=C1C=CC(=C2)NC2=C1C(=NC=C2)SC(=C1)[C@H]1[C@@H](N(CC1)CCO)C 2-((2S,3R)-3-(4-(benzo[d]thiazol-5-ylamino)thieno[2,3-b]pyridin-2-yl)-2-methylpyrrolidin-1-yl)ethan-1-ol